FC1CC(C1)C1=CC(=C(N1C1=CC=C(C#N)C=C1)C)C(CN1C2[C@@H](CC1CC2)O)=O (±)-4-(5-(3-fluorocyclobutyl)-3-(2-((2R)-2-hydroxy-7-azabicyclo[2.2.1]heptan-7-yl)acetyl)-2-methyl-1H-pyrrol-1-yl)benzonitrile